ClC1=C2C=C(C(NC2=CC=C1OC)=O)CC(=O)N[C@@H](C)C1=C(C=C(C=C1)F)F (S)-2-(5-chloro-6-methoxy-2-oxo-1,2-dihydroquinolin-3-yl)-N-(1-(2,4-difluorophenyl)ethyl)acetamide